C(C)N(CC)[Si](C1=CC=C(C=C)C=C1)(C)C 4-[(N,N-diethylamino)-dimethylsilyl]Styrene